3-(4-((4-(2-(tert-butylamino)ethyl)benzyl)thio)-1-oxoisoindolin-2-yl)piperidine-2,6-dione C(C)(C)(C)NCCC1=CC=C(CSC2=C3CN(C(C3=CC=C2)=O)C2C(NC(CC2)=O)=O)C=C1